(6-(benzyloxy)pyridin-3-yl)boronic acid C(C1=CC=CC=C1)OC1=CC=C(C=N1)B(O)O